C(C)(C)(C)OC(=O)NC1=CC=C(C=C1)CC1=CC=C(C=C1)NC(=O)OC(C)(C)C (bis[4-(t-butoxycarbonylamino)phenyl])Methane